Methyl 2-((2H-pyrazolo[4,3-b]pyridine-3-carboxamido)methyl)-5-chlorobenzofuran-7-carboxylate N=1NC(=C2N=CC=CC21)C(=O)NCC=2OC1=C(C2)C=C(C=C1C(=O)OC)Cl